ClC=1C(=C2C(=NC1C)CN(C2)C(=O)[C@@H]2[C@H](C2)C=2C=NN(C2)[C@@H]2OCCCC2)C |&1:21| rac-(3-chloro-2,4-dimethyl-5,7-dihydro-6H-pyrrolo[3,4-b]pyridin-6-yl)((1S,2S)-2-(1-(tetrahydro-2H-pyran-2-yl)-1H-pyrazol-4-yl)cyclopropyl)methanone